C(=O)C(=C)C1C(C(CC1)C)C=O 2-(1-Formylvinyl)-5-methylcyclopentanecarbaldehyde